1-oxa-4-aza-2-silacyclohexane O1[SiH2]CNCC1